F[C@H]1CN(CC[C@H]1OC(C)C)C1=NC=CC(=C1)NC1=NC2=C(C(=CC(=C2C=N1)N1[C@@H]([C@H](C1)CS(=O)(=O)C)C)NC(C=C)=O)C(C)C N-(2-((2-((3S,4R)-3-fluoro-4-isopropoxypiperidin-1-yl)pyridin-4-yl)amino)-8-isopropyl-5-((2R,3S)-2-methyl-3-((methylsulfonyl)methyl)azetidin-1-yl)quinazolin-7-yl)acrylamide